tert-butyl (3S,4S)-3-fluoro-4-[[6-[6-(methylamino)imidazo[1,2-b]pyridazin-3-yl]-2-pyridyl]amino]pyrrolidine-1-carboxylate F[C@H]1CN(C[C@@H]1NC1=NC(=CC=C1)C1=CN=C2N1N=C(C=C2)NC)C(=O)OC(C)(C)C